8-Methoxy-N-[(5-methylisoxazol-3-yl)methyl]-6-(5-methyl-2-pyridinyl)quinazolin-4-amine COC=1C=C(C=C2C(=NC=NC12)NCC1=NOC(=C1)C)C1=NC=C(C=C1)C